N=1N(N=C2C1C=CC=C2)C2=C(C(=CC(=C2)C(C)(C2=CC=CC=C2)C)C(C)(C)C2=CC=CC=C2)O 2-[2H-benzotriazol-2-yl]-4,6-bis(1-methyl-1-phenylethyl)phenol